C(C)(C)[C@@H]1NC[C@@H](NC1)C (2S,5S)-2-isopropyl-5-methylpiperazine